C(C)O[Si](OCC)(OCC)CCCSSCCC[Si](OCC)(OCC)OCC bis-(triethoxysilyl-propyl) disulfide